ClC=1C=C(C(=C(C#N)C1)C)OC1=C(N=CN(C1=O)CC=1C(NC=C(C1)F)=O)C(F)(F)F 5-chloro-3-((1-((5-fluoro-2-oxo-1,2-dihydropyridin-3-yl)methyl)-6-oxo-4-(trifluoromethyl)-1,6-dihydropyrimidin-5-yl)oxy)-2-methylbenzonitrile